2-fluoro-4-(3-((2-methyl-5-(2-(piperidin-1-yl)acetamido)pyridin-3-yl)carbamoyl)pyrazolo[1,5-a]pyrazin-6-yl)benzoic acid FC1=C(C(=O)O)C=CC(=C1)C=1N=CC=2N(C1)N=CC2C(NC=2C(=NC=C(C2)NC(CN2CCCCC2)=O)C)=O